1-(4-nitrophenyl)cyclopentyl-formonitrile [N+](=O)([O-])C1=CC=C(C=C1)C1(CCCC1)C#N